O=C([13C](=O)OCC#CC(=O)OC(C)(C)C)C Tert-butyl 4-((2-oxopropanoyl-1-13C)oxy)but-2-ynoate